Cl.FC1=C(C=CC(=C1)C(F)(F)F)C=1C(=NC(=NC1)N[C@@H]1C[C@H](CCC1)N)C (1S,3S)-N1-(5-(2-fluoro-4-(trifluoromethyl)phenyl)-4-methyl-pyrimidin-2-yl)cyclohexane-1,3-diamine, hydrochloride salt